4-bromo-9,9-dimethyl-9H-acridine BrC1=CC=CC=2C(C3=CC=CC=C3NC12)(C)C